8-((2s,5r)-4-(1-(3-(difluoromethoxy)phenyl)ethyl)-2,5-dimethylpiperazin-1-yl)-5-methyl-6-oxo-5,6-dihydro-1,5-naphthyridine-2-carbonitrile FC(OC=1C=C(C=CC1)C(C)N1C[C@@H](N(C[C@H]1C)C1=CC(N(C=2C=CC(=NC12)C#N)C)=O)C)F